CC=1C=C(N)C=CC1C 3,4-dimethyl-aniline